CC=1C(=NC(=NC1)NC=1C=C2C=CN(C2=CC1)S(=O)(=O)OC1=CC=C(C=C1)C(F)(F)F)C=1C=NN(C1)C N-(5-methyl-4-(1-methyl-1H-pyrazol-4-yl)pyrimidin-2-yl)-1-((4-(trifluoromethyl)phenyl)sulfo)indol-5-amine